N-octyl β-D-glucopyranoside CCCCCCCCO[C@H]1[C@@H]([C@H]([C@@H]([C@H](O1)CO)O)O)O